C1(=CC=CC=C1)COC(NCCC[C@@H]1NC2=C(OC1)C=C(C=C2N)C(N)=O)=O (S)-(3-(5-amino-7-carbamoyl-3,4-dihydro-2H-benzo[b][1,4]oxazin-3-yl)propyl)carbamic acid phenylmethyl ester